C(C)(=O)NC1=CC(=C(C=C1)NC(=O)[C@@H]1CN([C@H](O1)C(F)(F)F)C1=CC(=C(C=C1)C#N)C(F)(F)F)F (2R,5S)-N-(4-Acetamido-2-fluorophenyl)-3-(4-cyano-3-(trifluoromethyl)phenyl)-2-(trifluoromethyl)oxazolidin-5-carboxamid